O1CCC(=CC1)B1OC(C(O1)(C)C)(C)C 2-(3,6-dihydro-2H-pyran-4-yl)-4,4,5,5-tetramethyl-1,3,2-dioxa-borolane